FC(CC(C#N)(C#N)CCC(C(F)(F)F)(F)F)(C(C(C(F)F)(F)F)(F)F)F 2-(2,2,3,3,4,4,5,5-octafluoropentyl)-2-(3,3,4,4,4-pentafluorobutyl)-malononitrile